(3-fluoro-2-(pyrimidin-2-yl)phenyl)((1S,4R,6R)-6-((5-(trifluoromethyl)pyrazin-2-yl)oxy)-2-azabicyclo[2.2.2]octan-2-yl)methanone FC=1C(=C(C=CC1)C(=O)N1[C@@H]2[C@@H](C[C@H](C1)CC2)OC2=NC=C(N=C2)C(F)(F)F)C2=NC=CC=N2